3-oxo-2,3-dihydro-1H-isoindole-5-carboxamide O=C1NCC2=CC=C(C=C12)C(=O)N